5-(2-methoxyethoxymethyl)-3-methyl-N-tetrahydropyran-4-yl-1H-indol-7-amine COCCOCC=1C=C2C(=CNC2=C(C1)NC1CCOCC1)C